FC1=CC2=CN(N=C2C=C1C(=O)OC)CCOC methyl 5-fluoro-2-(2-methoxyethyl)-2H-indazole-6-carboxylate